C1=CC(=CC=C1N)S(=O)(=O)O The molecule is an aminobenzenesulfonic acid that is aniline sulfonated at the para-position. It has a role as a xenobiotic metabolite, a xenobiotic, an environmental contaminant and an allergen. It is a conjugate acid of a 4-aminobenzenesulfonate.